N1=C(C=CC=C1C=1C2=C(SC1C1=CC(=CC(=C1O)C13C[C@]4(C[C@](CC(C1)C4)(C3)C)C)C)C=CC=C2)C=2C3=C(SC2C2=CC(=CC(=C2O)C24C[C@]1(C[C@](CC(C2)C1)(C4)C)C)C)C=CC=C3 6,6'-(Pyridine-2,6-diylbis(benzo[b]thiophene-3,2-diyl))bis(2-((1r,3R,5S,7r)-3,5-dimethyladamantan-1-yl)-4-methylphenol)